tert-butyl ((3S,6S,9R,10aR)-9-ethoxy-3-(3-(morpholine-4-carbonyl)azetidine-1-carbonyl)-5-oxodecahydropyrrolo[1,2-a]azocin-6-yl)carbamate C(C)O[C@H]1C[C@@H]2N(C([C@H](CC1)NC(OC(C)(C)C)=O)=O)[C@@H](CC2)C(=O)N2CC(C2)C(=O)N2CCOCC2